CC=1N(C(C2=C(N1)C=CN=C2)=O)C 2,3-dimethylpyrido[4,3-d]pyrimidin-4(3H)-one